3-[4-(4-cyanophenyl)-2,3-Dihydro-1H-pyrrolo[2,3-c]pyridine-1-carbonyl]benzonitrile C(#N)C1=CC=C(C=C1)C1=C2C(=CN=C1)N(CC2)C(=O)C=2C=C(C#N)C=CC2